C(C)(C)(C)OC(=O)NC=1C(=NN2C1SC(=C2C(=O)OC)I)C methyl 7-((tert-butoxycarbonyl)amino)-2-iodo-6-methylpyrazolo[5,1-b]thiazole-3-carboxylate